C(C)(C)(C)[Si](OC1CC(CC1)C=1SC=C(N1)C(F)(F)F)(C)C tert-butyl-dimethyl-[3-[4-(trifluoromethyl)thiazol-2-yl]cyclopentoxy]silane